C1(=CC=CC=C1)P(O)(O)C1=CC=CC=C1.C1(=CC=CC=C1)P(O)(O)C1=CC=CC=C1.CC(C(O)C1=CC=CC=C1)C(C)O 2-methyl-1-phenyl-1,3-butanediol bis(diphenylphosphonite)